F\C(=C/C=1C=C(C(=O)N[C@@H]2[C@H](CCCC2)O)C=CC1C)\C=1C=NC=C(C1)NC1CCN(CC1)C 3-[(Z)-2-fluoro-2-{5-[(1-methylpiperidin-4-yl)amino]pyridin-3-yl}ethenyl]-N-[(1S,2S)-2-hydroxycyclohexyl]-4-methylbenzamide